FC(C1=CC=2CC3=CC=CC=C3SC2C=C1)(F)F 2-(trifluoromethyl)-9H-thioxanthen